ClC=1C(=NC(=NC1)NC=1C=C2C(OC(C2=CC1)=O)(C)C)NC=1C=C2C(OC(C2=CC1)=O)(C)C 5,5'-((5-Chloropyrimidine-2,4-diyl)bis(azanediyl))bis(3,3-dimethylisobenzofuran-1(3H)-one)